(6R)-6-(4-{3-[1-(2-ethoxyethyl)-1H-pyrazol-4-yl]pyridin-2-yl}piperazin-1-yl)-2-azaspiro[3.4]octane-2-carboxylic acid ethyl ester C(C)OC(=O)N1CC2(C1)C[C@@H](CC2)N2CCN(CC2)C2=NC=CC=C2C=2C=NN(C2)CCOCC